Lithium butanesulfonamide C(CCC)S(=O)(=O)N.[Li]